The molecule is an L-tyrosine derivative having a 3'-O-{[(6-aminohexyl)oxy](hydroxy)phosphoryl}uridine phosphate attached to the phenolic hydroxy group via a phosphoester linkage. It is a uridine bisphosphate and a L-tyrosine derivative. C1=CC(=CC=C1C[C@@H](C(=O)O)N)OP(=O)(O)OC[C@@H]2[C@H]([C@H]([C@@H](O2)N3C=CC(=O)NC3=O)O)OP(=O)(O)OCCCCCCN